BrC1=CC=C2C=CC=C(C2=C1)C(=O)[O-] 7-bromo-1-naphthoate